nonylpropenylphenylphenyl ether ammonium sulfate S(=O)(=O)([O-])[O-].[NH4+].C(CCCCCCCC)C1=C(C(=C(C=C1)OC1=C(C(=C(C=C1)CCCCCCCCC)C=CC)C1=CC=CC=C1)C1=CC=CC=C1)C=CC.[NH4+]